N4-cyclopropyl-5-fluoro-N6-[[4-(1H-tetrazol-5-ylmethyl)cyclohexyl]methyl]-N4-[[4-(trifluoromethyl)phenyl]methyl]pyrimidine-4,6-diamine C1(CC1)N(C1=NC=NC(=C1F)NCC1CCC(CC1)CC1=NN=NN1)CC1=CC=C(C=C1)C(F)(F)F